(4-chlorophenyl)(5-methoxy-2-(4,4,5,5-tetramethyl-1,3,2-dioxaborolan-2-yl)phenyl)methanone ClC1=CC=C(C=C1)C(=O)C1=C(C=CC(=C1)OC)B1OC(C(O1)(C)C)(C)C